N1=C(C=CC=C1)C[C@@H](N)C(=O)O β-(2-pyridyl)-D-alanine